C(CCCCC(=O)NNC(C(=O)OCC)=O)(=O)NNC(C(=O)OCC)=O Diethyl 2,2'-(adipoylbis(hydrazine-2,1-diyl))bis(2-oxoacetate)